2-Aminoacetamide hydrochloride Cl.NCC(=O)N